2-[(3-Chloro-2-fluorophenyl)hydrazono]acetic acid ethyl ester C(C)OC(C=NNC1=C(C(=CC=C1)Cl)F)=O